N(=[N+]=[N-])C1C(N(C(C(C1)C1=C(C(=CC(=C1)F)F)F)C)CC(F)(F)F)=O 3-azido-6-methyl-1-(2,2,2-trifluoroethyl)-5-(2,3,5-trifluorophenyl)piperidine-2-one